OCCOC1=C(C2=CC=CC=C2C=2C=CC=CC12)C=1C2=CC=CC=C2C=2C=CC=CC2C1OCCO 10,10'-bis(2-hydroxyethoxy)-9,9'-biphenanthrene